ClC1=CC=C2C(=NC=NC2=C1)NN=C(C)C1=CC(=NC=C1)N1C=NC(=C1C)C 7-chloro-4-(2-(1-(2-(4,5-dimethyl-1H-imidazol-1-yl)pyridin-4-yl)ethylidene)hydrazino)quinazoline